COCCOC=1C=C(C=CC1)S(=O)(=O)Cl 3-(2-methoxyethoxy)benzenesulfonyl chloride